tert-Butyl-N-(2-{7-benzyl-2,7-diazaspiro[4.4]nonan-2-yl}-2-oxoethyl)carbamate C(C)(C)(C)OC(NCC(=O)N1CC2(CC1)CN(CC2)CC2=CC=CC=C2)=O